C(=O)O.COC1CC(C1)N1N=C(C(=C1)C=1C(=NC(=CC1)C=1C=NNC1)C(=O)N)C1=NC=CC=C1 (1-(3-methoxycyclobutyl)-3-(pyridin-2-yl)-1H-pyrazol-4-yl)-6-(1H-pyrazol-4-yl)picolinamide formate